C(C1=CC=CC=C1)NC(C(=O)N(C1=CC=C(C=C1)C)C1CCOC2(CCCC2)C1)C (benzylamino)-N-(6-oxaspiro[4.5]decan-9-yl)-N-(p-tolyl)propanamide